COC1=CC(=C(CN[C@@H](CO)C(=O)O)C=C1OC)[N+](=O)[O-] 4,5-Dimethoxy-2-Nitrobenzylserine